BrCCCCCCCCCCCCC\C=C/CCO (3Z)-17-bromo-3-heptadecene-1-ol